CC=1OC(=C(N1)C)C(=O)OCC ethyl 2,4-dimethyloxazole-5-carboxylate